C1(CC1)C1=CC(=C(C(=C1)C)N1N=C2N=C(NC(C2=C1)=O)C1(CC1)F)C(F)F 2-[4-cyclopropyl-2-(difluoromethyl)-6-methylphenyl]-6-(1-fluorocyclopropyl)-2,5-dihydro-4H-pyrazolo[3,4-d]pyrimidin-4-one